C(C)(=O)OC[C@@H](COC1=CC=C(C=C1)C(C)(C)C1=CC=C(C=C1)OC[C@@H](COC(C)=O)Cl)OC(C)=O (R)-3-(4-(2-(4-((S)-3-acetoxy-2-chloropropoxy)phenyl)propan-2-yl)phenoxy)propane-1,2-diyl diacetate